F[B-](F)(F)F.C(CCCCCCCCCCC)[NH+]1CN(C=C1)C=1C=CC=2N(C3=CC=CC=C3C2C1)C 3-Dodecyl-1-(9-methylcarbazol-3-yl)-2H-imidazol-3-ium tetrafluoroborate